di-tertbutyl-butane C(C)(C)(C)C(C(C)C(C)(C)C)C